C(C)C=1C(=NN(C1C1=CC=C(C=C1)F)C)NC1=CC(=NC=N1)N1N=C(C=2[C@@](CCCC12)(O)C)C |r| (±)-1-(6-{[4-ethyl-5-(4-fluorophenyl)-1-methyl-1H-pyrazol-3-yl]amino}pyrimidin-4-yl)-3,4-dimethyl-4,5,6,7-tetrahydro-1H-indazol-4-ol